1-amino-cyclopent-3-ene NC1CC=CC1